alpha-(2-methylpropylidene)phenylacetaldehyde CC(C=C(C=O)C1=CC=CC=C1)C